4-[(E)-3-[3-[[4-(1-Ethoxyethyl)-1H-benzimidazol-2-yl]methoxy]phenyl]prop-2-enoyl]-3-hydroxybenzoic acid C(C)OC(C)C1=CC=CC=2NC(=NC21)COC=2C=C(C=CC2)/C=C/C(=O)C2=C(C=C(C(=O)O)C=C2)O